1-((allyloxy)methyl)-2-bromo-3-fluoro-5-(trifluoromethyl)benzene C(C=C)OCC1=C(C(=CC(=C1)C(F)(F)F)F)Br